C1(=CC=CC=C1)CC(CN(O)CC(CC1=CC=CC=C1)C)C N,N-bis(3-phenyl-2-methyl-propyl)-hydroxylamine